heptafluoropent-1-ene CC(C(C(=C(F)F)F)(F)F)(F)F